COCOCCCCCOC1=NC2=CC=CC=C2C=C1 (5-(methoxymethoxy)pentoxy)quinoline